(Ra)-6-(1-(4-(cyclopentyloxy)benzyl)-4-fluoro-1H-indole-7-carboxamido)spiro[3.3]heptane-2-carboxylic acid C1(CCCC1)OC1=CC=C(CN2C=CC3=C(C=CC(=C23)C(=O)NC2CC3(CC(C3)C(=O)O)C2)F)C=C1